dimethylsilandiyl-bis[2-methyl-4-(1-naphthyl)indenyl]zirconium difluoride [F-].[F-].C[Si](=[Zr+2](C1C(=CC2=C(C=CC=C12)C1=CC=CC2=CC=CC=C12)C)C1C(=CC2=C(C=CC=C12)C1=CC=CC2=CC=CC=C12)C)C